C(C=C)(=O)OC(C)C.C(C=C)(=O)OCCCCCCCCCCCCCCCC(C)C isopropyl isostearyl diacrylate